FC1=C(CNC2=NC(=NC=C2C(=O)N)NC=2C=NN(C2)C)C(=CC=C1C)F 4-((2,6-difluoro-3-methylbenzyl)amino)-2-((1-methyl-1H-pyrazol-4-yl)amino)pyrimidin-5-carboxamide